N-{2-fluoro-3-[6-oxo-4-(trifluoromethyl)-1,6-dihydropyrimidin-2-yl]-4-(trifluoromethyl)benzyl}-1-(3-methylimidazo[1,2-b]pyridazin-6-yl)piperidine-4-carboxamide FC1=C(CNC(=O)C2CCN(CC2)C=2C=CC=3N(N2)C(=CN3)C)C=CC(=C1C=1NC(C=C(N1)C(F)(F)F)=O)C(F)(F)F